C1(CCC1)C1=CC=C2C=C(C(=NC2=C1C=1N=NN(C1)C1=CC=CC=C1)OC)C(=O)OCC ethyl 7-cyclobutyl-2-methoxy-8-(1-phenyl-1,2,3-triazol-4-yl)quinoline-3-carboxylate